3,8,11-tetradecatrienoic acid C(CC=CCCCC=CCC=CCC)(=O)O